7-AZAINDOLE-4-CARBOXALDEHYDE N1C=CC=2C(=CC=NC12)C=O